C(C1=CC=CC=C1)OC1=C(/C=C/C=2SC(=C3C2OCCO3)C=O)C=CC(=C1)N(CCO)CCO (E)-7-[2-(benzyloxy)-4-[bis(2-hydroxyethyl)amino]styryl]-2,3-dihydrothieno[3,4-b][1,4]dioxine-5-carbaldehyde